(S)-5-((((6-(2,2'-dichloro-3'-((2-methylthioazolo[4,5-c]pyridin-4-yl)amino)-[1,1'-biphenyl]-3-yl)-2-(difluoroMethoxy)-4-methylpyridin-3-yl)methyl)amino)methyl)pyrrolidin-2-one ClC1=C(C=CC=C1C1=CC(=C(C(=N1)OC(F)F)CNC[C@@H]1CCC(N1)=O)C)C1=C(C(=CC=C1)NC1=NC=CC2=C1C=C(N2)SC)Cl